C(C)(C)(C)C1=C(C(=CC(=C1)SSC1=CC(=C(C(=C1)C(C)(C)C)O)C(C)(C)C)C(C)(C)C)O 4,4'-(dithio)bis(2,6-di-t-butylphenol)